C(C(=O)O)(Cl)Cl The molecule is an organochlorine compound comprising acetic acid carrying two chloro substituents at the 2-position. It occurs in nature in seaweed, Asparagopsis taxiformis. It has a role as an astringent and a marine metabolite. It is a monocarboxylic acid and an organochlorine compound. It derives from an acetic acid. It is a conjugate acid of a dichloroacetate.